Cl.FC(C=1C(=NC=CC1)CN1CC(C1)C(=O)N)(F)F ([3-(trifluoromethyl)pyridin-2-yl]methyl)azetidine-3-carboxamide hydrochloride